methyl (S)-1-((R)-2-((tert-butoxycarbonyl)amino)-2-cyclopropylacetyl)azetidine-2-carboxylate C(C)(C)(C)OC(=O)N[C@@H](C(=O)N1[C@@H](CC1)C(=O)OC)C1CC1